(R)-7-(3-(2-(1H-Pyrrolo[2,3-b]pyridin-3-yl)thiazol-4-yl)phenyl)-6,7-dihydro-5H-cyclopenta[d]pyridin-7-ol N1C=C(C=2C1=NC=CC2)C=2SC=C(N2)C=2C=C(C=CC2)[C@@]2(CCC1=CC=NC=C12)O